4,4'-methylene-bis(2-toluidine) C(C=1C=C(C(N)=CC1)C)C=1C=C(C(N)=CC1)C